ClC=1C=CC2=C(CC3(CC=4N2C(=NN4)C4CCC(CC4)(CC)OCC)OCCO3)C1 8'-Chloro-1'-(trans-4-ethoxy-4-ethylcyclohexyl)-4'H,6'H-spiro[1,3-dioxolan-2,5'-[1,2,4]triazolo[4,3-a][1]benzazepin]